5-[2-ethyl-5-(morpholin-4-yl)-[1,2,4]triazolo[1,5-a]pyridin-7-yl]-2-fluoro-4-methylbenzamide C(C)C1=NN2C(C=C(C=C2N2CCOCC2)C=2C(=CC(=C(C(=O)N)C2)F)C)=N1